O[C@H](CCCCCCCCCCCCCCCCCCCCCCCCCCCCCC)[C@H]1N(C(OC1)(C)C)C(=O)[O-] (4S)-4-[(1R)-1-hydroxyhentriacontyl]-2,2-dimethyl-oxazolidine-3-carboxylate